NC1=C(C=2C(=NC(=C(N2)C2CC2)C([2H])([2H])[2H])N1C1=C(C(=CC=C1C)OC)C)C(=O)N 6-amino-2-cyclopropyl-5-(3-methoxy-2,6-dimethyl-phenyl)-3-(trideuteriomethyl)pyrrolo[2,3-b]pyrazine-7-carboxamide